tert-Butyl (6-(2-chloro-5-(trans-2,2-dichloro-3-(3-chloro-4-fluorophenyl)cyclopropane-1-carboxamido)benzamido)-4-(trifluoromethyl)pyridin-2-yl)carbamate ClC1=C(C(=O)NC2=CC(=CC(=N2)NC(OC(C)(C)C)=O)C(F)(F)F)C=C(C=C1)NC(=O)[C@@H]1C([C@H]1C1=CC(=C(C=C1)F)Cl)(Cl)Cl